CN(C1=NC=C(C=N1)C1=CC=C(CN2C=CC3=CC(=CC=C23)N2N=C(C=C2C)C(=O)N)C=C1)C 1-(1-(4-(2-(Dimethylamino)pyrimidin-5-yl)benzyl)-1H-indol-5-yl)-5-methyl-1H-pyrazol-3-carboxamid